Imidazole-5-yl-N-methyl-2-morpholinopropionamide N1C=NC=C1C(C(=O)NC)(C)N1CCOCC1